The molecule is o-phosphoviomycin protonated to pH 7.3. It is a cyclic peptide cation and an O-phospho peptide cation. It derives from a viomycin(3+). It is a conjugate acid of an O-phosphoviomycin. C1[C@@H](NC(=[NH+][C@H]1O)N)[C@H]2C(=O)NC[C@@H](C(=O)N[C@H](C(=O)N[C@H](C(=O)N/C(=C\\NC(=O)N)/C(=O)N2)CO)COP(=O)([O-])[O-])NC(=O)C[C@H](CCC[NH3+])[NH3+]